2-(2-(difluoromethoxy)-4-(trifluoromethyl)phenyl)-4,4,5,5-tetramethyl-1,3,2-dioxaborolane FC(OC1=C(C=CC(=C1)C(F)(F)F)B1OC(C(O1)(C)C)(C)C)F